Phenylureidophenyl-Benzenesulfonate C1(=CC=CC=C1)NC(NC=1C(=C(C=CC1)S(=O)(=O)[O-])C1=CC=CC=C1)=O